NC=1NC(C2=C(N1)NC=C2CCC2=CC=C(C(=O)N[C@@H](CCC(=O)O)C(=O)O)C=C2)=O N-[4-[2-(2-amino-4,7-dihydro-4-oxo-3H-pyrrolo[2,3-d]pyrimidin-5-yl)ethyl]benzoyl]-L-glutamic acid